(Z)-1-(4-amino-2-fluorobut-2-en-1-yl)-4-(5-(N-cyclopropylsulfamoyl)-2-methoxyphenyl)-N-methoxy-1H-benzo[d][1,2,3]triazol-6-carboxamide NC\C=C(\CN1N=NC2=C1C=C(C=C2C2=C(C=CC(=C2)S(NC2CC2)(=O)=O)OC)C(=O)NOC)/F